1-((5-bromothien-2-yl)sulfonyl)-5-(1-cyanocyclopentyl)-2-hydroxy-N3-methylisophthalamide BrC1=CC=C(S1)S(=O)(=O)C1(C(=O)N)C(C(C(=O)NC)=CC(=C1)C1(CCCC1)C#N)O